C(CCC)OCCOC 1-Butoxy-2-methoxyethan